N-ethyl-N-phenyl-pivalamide C(C)N(C(C(C)(C)C)=O)C1=CC=CC=C1